(S)-4-(4-((3-bromobenzyl)oxy)-2-fluorobenzyl)morpholine-3-carboxamide BrC=1C=C(COC2=CC(=C(CN3[C@@H](COCC3)C(=O)N)C=C2)F)C=CC1